[Cl-].[Mn+3].C1(=CC=CC=C1)C=1C2=CC=C(N2)C(=C2C=CC(C(=C3C=CC(=C(C=4C=CC1N4)C4=CC=CC=C4)N3)C3=CC=CC=C3)=N2)C2=CC=CC=C2.[Cl-].[Cl-] 5,10,15,20-tetraphenyl-21H,23H-porphyrin manganese (III) chloride